BrC=1N=C2C(=NC1)NC=C2C2=CC=C(C(=O)N(C)C[C@H](C)O[Si](C)(C)C(C)(C)C)C=C2 (S)-4-(2-bromo-5H-pyrrolo[2,3-b]pyrazin-7-yl)-N-(2-((tert-butyldimethylsilyl)oxy)propyl)-N-methylbenzamide